C(C)(C)C1=CC=C(C=C1)N1N=C(C=C1C1=CC=C(C#N)C=C1)C(=O)N1C[C@@H](CCC1)NC (R)-4-(1-(4-isopropylphenyl)-3-(3-(methylamino)piperidine-1-carbonyl)-1H-pyrazole-5-yl)benzonitrile